N1C(CC=CC1)C=1C=NC2=CC=CC=C2C1 3-(1,2,3,6-tetrahydropyridin-2-yl)quinoline